nitroguanidine sulfate S(=O)(=O)(O)O.[N+](=O)([O-])NC(=N)N